C(C)(C)(C)OC(=O)N1C2CN(CC1CC2)C2=NC(=NC=1CC(CCC21)C2=CC=CC1=CC=CC(=C21)Br)Cl 3-(7-(8-bromonaphthalen-1-yl)-2-chloro-5,6,7,8-tetrahydroquinazolin-4-yl)-3,8-diazabicyclo[3.2.1]octane-8-carboxylic acid tert-butyl ester